COC1=CC=C(CCNC2=NC=C(C=N2)C2=NNC(O2)=O)C=C1 5-(2-((4-methoxyphenethyl)amino)pyrimidin-5-yl)-1,3,4-oxadiazol-2(3H)-one